C(CCCCC)(=O)OCCCN(C(\C=C/C(NCCOCCN(C)C)=O)=O)CCCOC(CCCCC)=O (Z)-13-(3-(hexanoyloxy) propyl)-2-methyl-9,12-dioxo-5-oxa-2,8,13-triaza-hexadec-10-en-16-yl hexanoate